FC=1C(=C(C=NC1)N)N1CCC(CC1)OCCN1CCCC1 5-fluoro-4-(4-(2-(pyrrolidin-1-yl)ethoxy)piperidin-1-yl)pyridin-3-amine